C(C)OC([C@@H](N=C(C1=CC=CC=C1)C1=CC=CC=C1)CC1=CC(=CC=C1)OC)=O N-(diphenylmethylene)-3-methoxyphenylalanine ethyl ester